ClC=1C(=NC(=CC1)N)C=1C(=NC=CC1)C(C)C 3-chloro-2'-isopropyl-[2,3'-bipyridine]-6-amine